OC(C(=O)C(O)(C[N+](C)(C)C)CC([O-])=O)CCCCCCCCCC 2-hydroxylauroyl-carnitine